BrC1=C(C=C2C(=NC(=NC2=C1F)Cl)N1CC2(CN(C2)C(=O)OC(C)(C)C)CC1)Cl tert-butyl 6-(7-bromo-2,6-dichloro-8-fluoroquinazolin-4-yl)-2,6-diazaspiro[3.4]octane-2-carboxylate